(E)-3-(3,4-dichlorophenyl)-N'-((E)-3-(4-(diethylamino)phenyl)acryloyl)acrylohydrazid ClC=1C=C(C=CC1Cl)/C=C/C(=O)NNC(\C=C\C1=CC=C(C=C1)N(CC)CC)=O